tert-butyl-1-((2s,4r)-4-((4-bromophenyl)amino)-2-methyl-3,4-dihydroquinolin-1(2H)-yl)propan-1-one C(C)(C)(C)C(C(=O)N1[C@H](C[C@H](C2=CC=CC=C12)NC1=CC=C(C=C1)Br)C)C